ClC1=CC=CC=2C(C=3C=NC(=CC3OC12)N1CC(CC1)C(=O)O)=O 1-(6-chloro-10-oxo-chromeno[3,2-c]pyridin-3-yl)pyrrolidine-3-carboxylic acid